thiodimorpholine S(N1CCOCC1)N1CCOCC1